6-(benzyloxymethyl)-N4-p-tolylpyrimidine-2,4-diamine C(C1=CC=CC=C1)OCC1=CC(=NC(=N1)N)NC1=CC=C(C=C1)C